2-cyclopropyl-4-(4-fluorophenyl)-quinoline-3-carbaldehyde C1(CC1)C1=NC2=CC=CC=C2C(=C1C=O)C1=CC=C(C=C1)F